C1(CCCCC1)CCN1CC(CCC1)C=1NC(N(N1)C1=CC=C2C=CN=C(C2=C1)OCOCC)=O 5-(1-(2-cyclohexylethyl)piperidin-3-yl)-2-(1-(ethoxymethoxy)isoquinolin-7-yl)-2,4-dihydro-3H-1,2,4-triazol-3-one